FC=1C=C2C(C(CN(C2=CC1)C(C)C)(C1=C(C=CC=C1)C)C)=O 6-fluoro-1-isopropyl-3-methyl-3-(o-tolyl)-2,3-dihydroquinolin-4(1H)-one